Cl.O1CCOC2=C1C=CC(=C2)CNS(=O)(=O)C=2C=C(C=CC2)C[C@H](C(=O)O)[C@@H]2CNCC2 (2S)-3-{3-[(2,3-Dihydro-1,4-benzodioxin-6-ylmethyl)sulfamoyl]phenyl}-2-[(3R)-pyrrolidin-3-yl]propanoic acid hydrochloride